C1(=CC=CC2=CC=CC=C12)C1=C(C(=CC=C1)C1=CC=CC2=CC=CC=C12)O 2,6-di-alpha-naphthyl-phenol